FC1=CC=C(CC2=CC3=C(OC[C@@H](N3)C)N=C2C(=O)NCC(F)(F)F)C=C1 (S)-7-(4-fluorobenzyl)-2-methyl-N-(2,2,2-trifluoroethyl)-2,3-dihydro-1H-pyrido[2,3-b][1,4]oxazine-6-carboxamide